C(C(=C)C)(=O)OCCC[Si](OC)(OC)OC 3-Methacryloxypropyltrimethoxy-silan